5-[(2S,3R,4S,5R)-3,4-dihydroxy-5-(hydroxymethyl)oxapent-2-yl]pyrimidine-2,4(1H,3H)-dione O[C@@H]([C@@H](O)C=1C(NC(NC1)=O)=O)[C@H](CCO)O